C(C)(C)(C)N1N=NC(=C1)C(=O)NCC1=C(C=C(C=C1)C1=C(C=NC=C1)OC1CN(CC1)C(\C=C\CN(C)C)=O)C (E)-1-(tert-butyl)-N-(4-(3-((1-(4-(dimethylamino)but-2-enoyl)pyrrolidin-3-yl)oxy)pyridin-4-yl)-2-methylbenzyl)-1H-1,2,3-triazole-4-carboxamide